FC=1C=C2C3=C(NC2=CC1)[C@H](N([C@@H](C3)C)C[C@H](C(=O)OC)C)C3=C(C(=CC=C3F)OCCOS(=O)(=O)C)C Methyl (R)-3-((1R,3R)-6-fluoro-1-(6-fluoro-2-methyl-3-(2-((methylsulfonyl)oxy)ethoxy)phenyl)-3-methyl-1,3,4,9-tetrahydro-2H-pyrido[3,4-b]indol-2-yl)-2-methylpropanoate